CC(C)(C(C(C(C(C)(C)C)COCCC)=O)COCCC)C 2,2,6,6-tetramethyl-3,5-bis(propoxymethyl)heptan-4-one